2-(2-fluoro-4-(2-((4-(5-fluoropyridin-2-yl)-5-methylthiazol-2-yl)amino)-2-oxoethyl)phenoxy)nicotinamide FC1=C(OC2=C(C(=O)N)C=CC=N2)C=CC(=C1)CC(=O)NC=1SC(=C(N1)C1=NC=C(C=C1)F)C